C1(CCCC1)CNC(NC=1C=C(C2=C(N=C(N=C2)SC)N1)C#C[Si](C(C)C)(C(C)C)C(C)C)=O 3-(cyclopentylmethyl)-1-[2-(methylsulfanyl)-5-[2-(triisopropylsilyl)ethynyl]pyrido[2,3-d]pyrimidin-7-yl]urea